CN1CCCCC1 (S)-methyl-piperidine